OC=1C=C(C=CC1C)NC(OC(C)(C)C)=O tert-butyl (3-hydroxy-4-methylphenyl)carbamate